(1R,4R)-7'-fluoro-4-(3-chloroanilino)-2'-[(2R)-3-hydroxy-2-methylpropyl]spiro[cyclohexane-1,1'-indene]-4-carboxylic acid methyl ester COC(=O)C1(CCC2(C(=CC3=CC=CC(=C23)F)C[C@H](CO)C)CC1)NC1=CC(=CC=C1)Cl